N-Propyl-L-phenylalanine C(CC)N[C@@H](CC1=CC=CC=C1)C(=O)O